bis(1-(2-hydroxy-2-methylpropoxy)-2,2,6,6-tetramethylpiperidin-4-yl) sebacate C(CCCCCCCCC(=O)OC1CC(N(C(C1)(C)C)OCC(C)(C)O)(C)C)(=O)OC1CC(N(C(C1)(C)C)OCC(C)(C)O)(C)C